[N+](=O)([O-])C1=CC=C(C=N1)NC=1OC(=CN1)C1=CC=C(C=C1)C(F)(F)F N-(6-nitropyridin-3-yl)-5-(4-(trifluoromethyl)phenyl)oxazol-2-amine